BocButylamine C(=O)(OC(C)(C)C)CCCCN